CS(=O)(=O)C1(COC1)C1=NC=C(C=N1)B1OC(C(O1)(C)C)(C)C 2-(3-methanesulfonyloxetan-3-yl)-5-(4,4,5,5-tetramethyl-1,3,2-dioxaborolan-2-yl)pyrimidine